CC1(OC2=C(C=NC1)N=CC=C2)C 2,2-Dimethyl-2,3-dihydropyrido[2,3-f][1,4]oxazepin